((2-aminophenyl)(4-isopropylphenyl)methyl)cyclopropanecarboxamide NC1=C(C=CC=C1)C(C1=CC=C(C=C1)C(C)C)C1(CC1)C(=O)N